KETO-AMMONIUM O=[NH2+]